allyl 3-phenylacrylate C1(=CC=CC=C1)C=CC(=O)OCC=C